((3-cyano-4-(6-(6-((6-methoxypyridin-3-yl)methyl)-3,6-diazabicyclo[3.1.1]heptan-3-yl)pyridin-3-yl)pyrazolo[1,5-a]pyridin-6-yl)oxo methyl cyclopropyl)carbamate C(#N)C=1C=NN2C1C(=CC(=C2)C2C(C2)(C=O)NC([O-])=O)C=2C=NC(=CC2)N2CC1N(C(C2)C1)CC=1C=NC(=CC1)OC